2,4-dimethylpentene CC(=C)CC(C)C